(2R,6S)-4-benzyl-2-((benzyloxy)methyl)-6-methylpiperazine-1-carboxylic acid tert-butyl ester C(C)(C)(C)OC(=O)N1[C@H](CN(C[C@@H]1C)CC1=CC=CC=C1)COCC1=CC=CC=C1